NC1=C(C=CC(=C1)OC(F)(F)F)C(=O)N1CCC(CC1)C1=C2C(=NC=C1)NC(=N2)[C@@H]2COC(CC2)(C)C |r| (rac)-[2-amino-4-(trifluoromethoxy)phenyl]-[4-[2-(6,6-dimethyltetrahydropyran-3-yl)-3H-imidazo[4,5-b]pyridin-7-yl]-1-piperidyl]methanone